ClC(C(=O)OC(C(C(C(C(CC(F)(F)F)F)(F)F)(F)F)(F)F)(F)F)=C dodecafluoroheptyl α-chloroacrylate